5-Chloro-N-(2,3-dihydro-1H-inden-1-yl)-2-methoxynicotinamide ClC=1C=NC(=C(C(=O)NC2CCC3=CC=CC=C23)C1)OC